[1-[(4-cyanophenyl)-[(1R,2R)-2-[[(3S,4R)-3-hydroxy-2,2-dimethyl-chroman-4-yl]carbamoyl]cyclopropyl]methyl]-4,4-dimethyl-6-oxo-hexahydropyrimidin-2-ylidene]ammonium C(#N)C1=CC=C(C=C1)C(N1C(NC(CC1=O)(C)C)=[NH2+])[C@H]1[C@@H](C1)C(N[C@H]1[C@@H](C(OC2=CC=CC=C12)(C)C)O)=O